[C@H]12[C@H](C[C@H]([C@H](C1)NC(OC(C)(C)C)=O)O2)NC(OCC2=CC=CC=C2)=O |r| benzyl tert-butyl rac-(1R,2S,4R,5S)-7-oxabicyclo[2.2.1]heptane-2,5-diyldicarbamate